t-butyl 8-bromo-7-fluoro-3,4-dihydroisoquinoline-2(1H)-carboxylate BrC=1C(=CC=C2CCN(CC12)C(=O)OC(C)(C)C)F